C1(CC1)COC1=C(C=C(C=N1)S(=O)(=O)NC)C=1C2=C(C(N(C1)C)=O)NC=C2 6-(cyclopropylmethoxy)-N-methyl-5-(6-methyl-7-oxo-6,7-dihydro-1H-pyrrolo[2,3-c]pyridin-4-yl)pyridine-3-sulfonamide